BrC1=C(SC=C1)C(=O)N1CCN(CC1)C1=C(C=CC=C1)N(S(=O)(=O)C=1C=CC2=C(C(=C(S2)C(=O)OCC)C)C1)CCC1=C(C=CC=C1)OC ethyl 5-(N-(2-(4-(3-bromothiophene-2-carbonyl) piperazin-1-yl) phenyl)-N-(2-methoxyphenethyl) sulfamoyl)-3-methylbenzothiophene-2-carboxylate